NC1=C(C=C(C2=CC=CC=C12)N)CCC(=O)NC(C)C 3-(1,4-Diaminonaphthalen-2-yl)-N-isopropyl-propanamide